3-bromo-N,N-bis(4-methoxybenzyl)-4,5-bis(trifluoromethyl)aniline BrC=1C=C(N(CC2=CC=C(C=C2)OC)CC2=CC=C(C=C2)OC)C=C(C1C(F)(F)F)C(F)(F)F